BrC1=CC(=C(OC2=NC=C(C(=N2)C)Cl)C=C1)F (4-bromo-2-fluorophenoxy)-5-chloro-4-methylpyrimidine